CC(O)(C1CC=C(CC1)C)C 1,1-dimethyl-1-(4-methylcyclohex-3-enyl)methanol